2-{5-[2-(cyclopentylamino)pyridin-4-yl]-4-(4-methoxyphenyl)-1H-imidazol-1-yl}-1-(piperazin-1-yl)ethan C1(CCCC1)NC1=NC=CC(=C1)C1=C(N=CN1CCN1CCNCC1)C1=CC=C(C=C1)OC